(3-carbamoyl-bicyclo[1.1.1]pent-1-yl)acetic acid C(N)(=O)C12CC(C1)(C2)CC(=O)O